methyl 5-formyl-2,3-dihydro-1H-indene-2-carboxylate C(=O)C=1C=C2CC(CC2=CC1)C(=O)OC